(2R)-N-((S)-(5-chloro-6-(trifluoromethyl)pyridin-3-yl)(3-fluoro-4-(trifluoromethoxy)-phenyl)methyl)-2-methyl-3-oxo-piperazine-1-carboxamide ClC=1C=C(C=NC1C(F)(F)F)[C@@H](NC(=O)N1[C@@H](C(NCC1)=O)C)C1=CC(=C(C=C1)OC(F)(F)F)F